ClC1=CC=C(C=C1)C1=C2C(=C(N=N1)N[C@H]1CN(CCC1)C)C=NC=C2 |r| Racemic-1-(4-chlorophenyl)-N-(1-methylpiperidin-3-yl)pyrido[3,4-d]pyridazin-4-amine